5-((4-((4-fluorobenzyl)amino)-5-methylpyrimidin-2-yl)amino)benzo[c][1,2]oxaborole-1(3H)-ol FC1=CC=C(CNC2=NC(=NC=C2C)NC2=CC3=C(B(OC3)O)C=C2)C=C1